(2R)-2-[[4-(2,6-dichloro-4-fluoro-phenyl)-7-quinolyl]oxy]-1-morpholino-propan-1-one ClC1=C(C(=CC(=C1)F)Cl)C1=CC=NC2=CC(=CC=C12)O[C@@H](C(=O)N1CCOCC1)C